(4-(5-methyl-7H-pyrrolo[2,3-d]pyrimidin-4-yl)-3,4-dihydro-2H-1,4-thiazin-6-yl)((4aR,7aR)-octahydro-6H-pyrrolo[3,4-b]pyridin-6-yl)methanone hydrochloride Cl.CC1=CNC=2N=CN=C(C21)N2CCSC(=C2)C(=O)N2C[C@@H]1NCCC[C@@H]1C2